5-(8-methyl-7-quinolyl)-spiro[3H-benzofuran-2,4'-piperidine] 2HCl Cl.Cl.CC=1C(=CC=C2C=CC=NC12)C=1C=CC2=C(CC3(CCNCC3)O2)C1